O=C1NC(CCC1NC(C1=CC(=C(C=C1)N1CCC(CC1)C=O)F)=O)=O N-(2,6-dioxopiperidin-3-yl)-3-fluoro-4-(4-formylpiperidin-1-yl)benzamide